O1[C@@H](COCC1)COC1=NC(N2C(C3=CC=C(C=C3CC2)OCCOC(C)C)=C1)=O 2-((S)-1-[1,4]Dioxan-2-ylmethoxy)-9-(2-isopropoxy-ethoxy)-6,7-dihydro-pyrimido[6,1-a]isoquinolin-4-one